FC(OC=1C=C(C=CC1F)C=1C=C2C(=NC1)C=NN2CC(=O)N2CC(C2)F)F 2-[6-[3-(Difluoromethoxy)-4-fluoro-phenyl]pyrazolo[4,3-b]pyridin-1-yl]-1-(3-fluoroazetidin-1-yl)ethanone